1-(tert-butyl) 2-methyl (2S,3R,4R)-4-acetamido-3-allylpyrrolidine-1,2-dicarboxylate C(C)(=O)N[C@@H]1[C@H]([C@H](N(C1)C(=O)OC(C)(C)C)C(=O)OC)CC=C